tert-butyl-3-(9-methyl-6-morpholino-2-(3-phenyl-1H-pyrazol-1-yl)-9H-purin-8-yl)pyrrol C(C)(C)(C)C=1NC=CC1C=1N(C2=NC(=NC(=C2N1)N1CCOCC1)N1N=C(C=C1)C1=CC=CC=C1)C